CC1C(C(=O)OC1)=C methyl-methylene-butyrolactone